C(C1=CC=CC=C1)N1C(=CC(=C1)C1=C(C=CC(=C1)F)F)[C@@H](C1CCCCC1)NCCCNC(OCC[Si](C)(C)C)=O 2-(Trimethylsilyl)ethyl (3-{[(R)-[1-benzyl-4-(2,5-difluorophenyl)-1H-pyrrol-2-yl](cyclohexyl) methyl]amino}propyl)carbamate